4-[[(1R)-1-[3-(2-amino-1,1-difluoro-ethyl)-2-fluoro-phenyl]ethyl]amino]-6-(1,1-dioxo-3,6-dihydro-2H-thiopyran-4-yl)-8-methyl-pyrido[2,3-d]pyrimidin-7-one NCC(F)(F)C=1C(=C(C=CC1)[C@@H](C)NC=1C2=C(N=CN1)N(C(C(=C2)C=2CCS(CC2)(=O)=O)=O)C)F